Tert-butyl ((3S)-1-(5-((Z)-4,4,4-trifluoro-1-(3-fluoro-1-(tetrahydro-2H-pyran-2-yl)-1H-indazol-5-yl)-2-phenylbut-1-en-1-yl)pyridin-2-yl)pyrrolidin-3-yl)carbamate FC(C/C(=C(\C=1C=C2C(=NN(C2=CC1)C1OCCCC1)F)/C=1C=CC(=NC1)N1C[C@H](CC1)NC(OC(C)(C)C)=O)/C1=CC=CC=C1)(F)F